N-(5-(4-(2,6-diazaspiro[3.4]oct-6-yl)quinazolin-6-yl)-2-methoxypyridin-3-yl)-2,4-difluorobenzenesulfonamide trifluoroacetate FC(C(=O)O)(F)F.C1NCC12CN(CC2)C2=NC=NC1=CC=C(C=C21)C=2C=C(C(=NC2)OC)NS(=O)(=O)C2=C(C=C(C=C2)F)F